tetramethyl-1,3-xylylenediamine CN(CC1=CC(=CC=C1)CN(C)C)C